OCC1=CC(=NO1)C1=NN=C2N1N=C(C1=CC=CC=C21)OCC2=NC=C(C(=O)NC1CCOCC1)C=C2 6-(((3-(5-(hydroxymethyl)isoxazol-3-yl)-[1,2,4]triazolo[3,4-a]phthalazin-6-yl)oxy)methyl)-N-(tetrahydro-2H-pyran-4-yl)nicotinamide